C(=O)(O)[C@H](O)[C@@H](O)C(=O)O.COC(=O)[C@@H]1C=C[C@@H](C1)N (1S,4R)-4-aminocyclopenta-2-ene-1-carboxylic acid methyl ester L-tartrate